COC(C(=O)OC(CCCCC)CC)CC(=O)[O-] Ethylhexyl methoxysuccinate